(3R,4S)-1-(4-fluorophenyl)-3-[(3S)-3-(4-fluorophenyl)-3-hydroxypropyl]-4-(4-hydroxyphenyl)-2-azetidinone FC1=CC=C(C=C1)N1C([C@@H]([C@H]1C1=CC=C(C=C1)O)CC[C@H](O)C1=CC=C(C=C1)F)=O